NC(C)(C)C=1N=CC(=NC1C)C1CC(C1)C1=NN2C(=NC=3C(=CC=CC3C2=N1)OC)NCC1=C(C=C(C=C1)OC)OC 2-((1s,3s)-3-(5-(2-aminopropan-2-yl)-6-methylpyrazin-2-yl)cyclobutyl)-N-(2,4-dimethoxybenzyl)-7-methoxy-[1,2,4]triazolo[1,5-c]quinazolin-5-amine